FC1=CC=C(C=C1)N1N=C(C=C1S(=O)(=O)C)C(=O)NC1=CC(=C(C=C1)C)NC1=NC=CC=C1C1=C2N=CN(C2=NC=N1)C1OCCCC1 (4-fluorophenyl)-N-(4-methyl-3-((3-(9-(tetrahydro-2H-pyran-2-yl)-9H-purin-6-yl)pyridin-2-yl)amino)phenyl)-5-(methylsulfonyl)-1H-pyrazole-3-carboxamide